6-(2,6-dichlorophenyl)-2-({2-[4-(dimethylamino)piperidin-1-yl]pyrimidin-5-yl}amino)-8-methylpyrido[2,3-d]pyrimidin-5(8H)-one ClC1=C(C(=CC=C1)Cl)C=1C(C2=C(N=C(N=C2)NC=2C=NC(=NC2)N2CCC(CC2)N(C)C)N(C1)C)=O